FC(C=1C=CC(=NC1)C=O)(F)F 5-(trifluoromethyl)pyridineformaldehyde